C(C)(C)(C)OC(N[C@H]1C[C@H](CCC1)C(NC1=NC=C(C(=C1)C=1C=C(N2CC(CC12)(C)C)C#N)Cl)=O)=O (1R,3S)-3-((5-chloro-4-(5-cyano-2,2-dimethyl-2,3-dihydro-1H-pyrrolizin-7-yl)pyridin-2-yl)carbamoyl)cyclohexylcarbamic acid tert-butyl ester